FC(OC1=CC=C(C=C1)C1=CN=C2N1C=CN=C2NC2=CC(=C(C=C2)C(=O)N2CCN(CC2)CCN2CCCCC2)C)F [4-[[3-[4-(difluoromethoxy)phenyl]imidazo[1,2-a]pyrazin-8-yl]amino]-2-methylphenyl]-[4-(2-piperidin-1-ylethyl)piperazin-1-yl]methanone